O=C1N(C(CN1C1=CC=CC=C1)=O)CC1=CC(=C(OC(C(=O)OCC)(C)C)C(=C1)C)C Ethyl 2-(4-((2,5-dioxo-3-phenyl-imidazolin-1-yl)methyl)-2,6-dimethylphenoxy)-2-methylpropionate